tert-butyl 2-(2-methylphenyl)piperidine-1-carboxylate CC1=C(C=CC=C1)C1N(CCCC1)C(=O)OC(C)(C)C